NC=1C=C(C=CC1[N+](=O)[O-])N1CCN(CC1)CC1CCN(CC1)C1CCN(CC1)C=1C=C2C(N(C(C2=CC1F)=O)C1C(NC(CC1)=O)=O)=O 5-(4-((4-(3-amino-4-nitrophenyl)piperazin-1-yl)methyl)-[1,4'-bipiperidin]-1'-yl)-2-(2,6-dioxopiperidin-3-yl)-6-fluoroisoindoline-1,3-dione